CO\N=C\C1=C(NC2=C(C=C(C=C12)COCC)NC1CCOCC1)C1=CC=CC=C1 (E)-5-(ethoxymethyl)-2-phenyl-7-((tetrahydro-2H-pyran-4-yl)amino)-1H-indole-3-carbaldehyde O-methyl oxime